FC1=C(C(=C(C(=C1F)Cl)F)F)C1=C(C(=CC(=C1F)F)F)F 2,2',3,3',5,5',6,6'-octafluoro-4-chlorobiphenyl